methyl 2-(4-(1-(tert-butoxycarbonyl) pyrrolidin-2-yl)-2-fluorophenyl)-6-methoxybenzo[d]imidazo[2,1-b]thiazole-7-carboxylate C(C)(C)(C)OC(=O)N1C(CCC1)C1=CC(=C(C=C1)C=1N=C2SC3=C(N2C1)C=C(C(=C3)C(=O)OC)OC)F